cyclohexane-1,4-dicarboxylic diisononyl ester C(CCCCCC(C)C)OC(=O)C1CCC(CC1)C(=O)OCCCCCCC(C)C